sodium thiophene diformate C(=O)[O-].C(=O)[O-].S1C=CC=C1.[Na+].[Na+]